((1-(4-Cyano-5-(2,3-dichlorophenyl)-6-methylpyrimidin-2-yl)-4-methylpiperidin-4-yl)methyl)carbamic acid tert-butyl ester C(C)(C)(C)OC(NCC1(CCN(CC1)C1=NC(=C(C(=N1)C#N)C1=C(C(=CC=C1)Cl)Cl)C)C)=O